ClC=1C=CC(=C(C1)NC=1SC=C(N1)C1=C(N=C(S1)C1=C(C(=O)N)C=CC=C1)C)OC 2-(5-chloro-2-methoxy-phenylamino)-4'-methyl-[4,5']bithiazolyl-2'-yl-benzamide